C(C)(C)C12C=CC(CC1)C2 1-isopropyl-norbornene